COC(=O)C1CC(C1)CCCNC1=NC=CC=C1 3-[3-(pyridin-2-ylamino)-propyl]-cyclobutanecarboxylic acid methyl ester